C(C(C)C)OCCOCC(C)C 1,2-diisobutoxyethane